[Cl-].C(CCCCCCCC)[N+]1(CCCCC1)CCCC 1-nonyl-1-butylpiperidinium chloride